ethyl 3-(4-chlorophenyl)-2-((ethoxy carbonyl)(isobutyl)amino)propanoate ClC1=CC=C(C=C1)CC(C(=O)OCC)N(CC(C)C)C(=O)OCC